7-(pyrrolidin-1-yl)pyrido[2,3-d]pyrimidin-6-ol N1(CCCC1)C=1C(=CC2=C(N=CN=C2)N1)O